6-(trifluoromethyl)pyridine-2-sulfonyl chloride FC(C1=CC=CC(=N1)S(=O)(=O)Cl)(F)F